di-leucine di-p-toluenesulfonate CC1=CC=C(C=C1)S(=O)(=O)O.CC1=CC=C(C=C1)S(=O)(=O)O.N[C@@H](CC(C)C)C(=O)O.N[C@@H](CC(C)C)C(=O)O